(E)-1-(2-(aminomethyl)-3-fluoroallyl)-5-cyclopropyl-2-(3-fluorophenyl)-1,2,6,7-tetrahydro-3H-pyrazolo[4,3-c]pyridine-3,4(5H)-dione NC/C(/CN1N(C(C=2C(N(CCC21)C2CC2)=O)=O)C2=CC(=CC=C2)F)=C\F